2-(8-bromo-6-methoxyquinolin-4-yl)-5-(1-methyl-3-(trifluoromethyl)-1H-pyrazol-4-yl)-3,4-dihydroisoquinolin-1(2H)-one BrC=1C=C(C=C2C(=CC=NC12)N1C(C2=CC=CC(=C2CC1)C=1C(=NN(C1)C)C(F)(F)F)=O)OC